C(C)(C)(C)OC(=O)N1[C@H](CC[C@@H](C1)C)C1=CC=C(C=C1)C#N.NC1=NC=2C=C(C=CC2C2=C1N=C(S2)CCNC(C2=CC=CC=C2)=O)C2=CC=NN2 |r| N-(2-(4-amino-7-(1H-pyrazol-5-yl)thiazolo[4,5-c]quinolin-2-yl)ethyl)benzamide rac-tert-Butyl-(2R,5S)-2-(4-cyanophenyl)-5-methyl-piperidine-1-carboxylate